2-Chloro-N4-(3-[N-(methylethyl)sulfamoyl]phenyl)-5-methylpyrimidin-4-amine ClC1=NC=C(C(=N1)NC1=CC(=CC=C1)S(NC(C)C)(=O)=O)C